(2-chloro-4-(((2-chloropyridin-3-yl)methyl)amino)phenyl)-2-hydroxybenzamide ClC1=C(C=CC(=C1)NCC=1C(=NC=CC1)Cl)C=1C(=C(C(=O)N)C=CC1)O